C(C=C)OC(CCCCC)=O.C(CCCCC)(=O)OCC=C prop-2-enyl hexanoate Allyl-Caproate